2-((3,5-dichlorophenyl)amino)-6,8-dimethylquinazoline-4(3H)-One ClC=1C=C(C=C(C1)Cl)NC1=NC2=C(C=C(C=C2C(N1)=O)C)C